ClC1=CC(=C2C(=NC(N(C2=C1)C1=C(C=CC=C1)C)=O)N[C@@H]1C[C@H](C1)OC)F 7-Chloro-5-fluoro-4-(((trans)-3-methoxycyclobutyl)amino)-1-(o-tolyl)quinazolin-2(1H)-one